C(#N)[C@H](CC1=CC=C(C=C1)C=1C=CC2=C(N(C(O2)=O)C)C1)NC(=O)[C@H]1OC[C@@](CNC1)(C)O |o1:27| (2S,6S*)-N-[(1S)-1-cyano-2-[4-(3-methyl-2-oxo-2,3-dihydro-1,3-benzoxazol-5-yl)phenyl]ethyl]-6-hydroxy-6-methyl-1,4-oxazepane-2-carboxamide